1-butyl-3-methylimidazolium L-alanine salt N[C@@H](C)C(=O)[O-].C(CCC)N1C=[N+](C=C1)C